rel-trans-(3r,4r)-1-(tert-butoxycarbonyl)-4-methylpyrrolidin-3-carboxylic acid C(C)(C)(C)OC(=O)N1C[C@@H]([C@H](C1)C)C(=O)O |o1:9,10|